CC=1C(=NC=CC1)NC1=CC(=NN1C1=CC=CC=C1)C1=NC=C(C=C1)OC1CCOCC1 3-methyl-N-(1-phenyl-3-(5-(tetrahydro-2H-pyran-4-yloxy)pyridin-2-yl)-1H-pyrazol-5-yl)pyridin-2-amine